CC1=CC(C(=CN1C(C)C)C(=O)N)=O 6-methyl-4-oxo-1-propan-2-ylpyridine-3-carboxamide